1-((S)-3-((tert-butyldimethylsilyl)oxy)propyl)-2-((1-(tert-butoxycarbonyl)-azetidin-3-yl)methyl)-1H-pyrazol-2-ium triflate [O-]S(=O)(=O)C(F)(F)F.[Si](C)(C)(C(C)(C)C)OCCCN1[N+](=CC=C1)CC1CN(C1)C(=O)OC(C)(C)C